C1(=CC=CC=C1)C1=NC(=NC(=N1)C1=CC=CC=C1)C=1C=C(C=C(C1)N1C2=CC=C(C=C2C=2C=C(C=CC12)C1=CC(=CC(=C1)C)C)C1=CC(=CC(=C1)C)C)N1C2=CC=C(C=C2C=2C=C(C=CC12)C1=CC(=CC(=C1)C)C)C1=CC(=CC(=C1)C)C 9,9'-(5-(4,6-diphenyl-1,3,5-triazin-2-yl)-1,3-phenylene)bis(3,6-bis(3,5-dimethylphenyl)-9H-carbazole)